CCCCCCCCCCCCCCCC(=O)OC[C@H](COP(=O)([O-])OC[C@@H](C(=O)[O-])[NH3+])OC(=O)CCCCCCC/C=C\\CCCCCCCC The molecule is a phosphatidylserine 34:1 that is the conjugate base of 1-palmitoyl-2-oleoyl-sn-glycero-3-phospho-L-serine, in which the carboxy and phosphate groups are anionic and the amino group is cationic.